Sulfopropyl-butyrate S(=O)(=O)(O)CCCOC(CCC)=O